2-(4-fluorophenyl)ethane FC1=CC=C(C=C1)CC